C(C1=CC=CC=C1)C(N(C1CC1)C(C1=C(N=CC(=C1)C=1C=NN(C1)C1=C(C=C(C=C1Cl)C(C(F)(F)F)(C(F)(F)F)F)Cl)Cl)=O)C(=O)O benzyl-N-(2-chloro-5-(1-(2,6-dichloro-4-(perfluoropropane-2-yl)phenyl)-1H-pyrazol-4-yl)nicotinoyl)-N-cyclopropylglycine